ClC=1C(=C2CC(CC2=CC1)NC=1C=CC(=NC1)[C@@H](C(F)(F)F)N(C(=O)C1CN(C1)C=1OC(=NN1)C)C)F N-((1S)-1-(5-((5-Chloro-4-fluoro-2,3-dihydro-1H-inden-2-yl)amino)pyridin-2-yl)-2,2,2-trifluoroethyl)-N-methyl-1-(5-methyl-1,3,4-oxadiazol-2-yl)azetidine-3-carboxamide